NC1=C(C=CC=C1)NC(=O)C1=NC(=NC=C1)NC1=CC(=C(C=C1)OC)Cl N-(2-aminophenyl)-2-(3-chloro-4-methoxy-anilino)pyrimidine-4-carboxamide